C(C)(C)(C)C1=C(C=CC=C1)[I+]C1=C(C=CC=C1)C(C)(C)C bis-(tert-butylphenyl)iodonium